6-benzyl-2-(2,2,2-trifluoroethyl)-5,6,7,8-tetrahydro-2,6-naphthyridin-1(2H)-one C(C1=CC=CC=C1)N1CC=2C=CN(C(C2CC1)=O)CC(F)(F)F